(1-(4-amino-2-ethyl-5-methoxyphenyl)piperidin-4-yl)-N,N-dimethylazetidin-3-amine NC1=CC(=C(C=C1OC)N1CCC(CC1)N1CC(C1)N(C)C)CC